(S)-2-((((9H-fluoren-9-yl)methoxy)carbonyl)amino)-4-(3-(tert-butoxy)phenyl)butanoic acid C1=CC=CC=2C3=CC=CC=C3C(C12)COC(=O)N[C@H](C(=O)O)CCC1=CC(=CC=C1)OC(C)(C)C